CN(C(CC1=NSC(=N1)NC(=O)C1=C(OC(=C1)C1=CC(=CC=C1)C(F)(F)F)C)C)C N-(3-(2-(dimethylamino)propyl)-1,2,4-thiadiazol-5-yl)-2-methyl-5-(3-(trifluoromethyl)phenyl)furan-3-carboxamide